ClC1=CC=C(C=C1)[C@H](CC1=NOC(=N1)CN1C(N(C=CC1=O)C([2H])([2H])[2H])=O)O (S)-3-((3-(2-(4-chlorophenyl)-2-hydroxyethyl)-1,2,4-oxadiazol-5-yl)methyl)-1-(methyl-d3)pyrimidine-2,4(1H,3H)-dione